2-({6-[(3-methyloxetan-3-yl)sulfonyl]pyridin-3-yl}oxy)ethyl methanesulfonate CS(=O)(=O)OCCOC=1C=NC(=CC1)S(=O)(=O)C1(COC1)C